FC(C=1C(=C(C=CC1)[C@@H](C)NC=1C2=C(C(NN1)=O)C=NC(=C2)C2CNCCC2)F)F (((R)-1-(3-(difluoromethyl)-2-fluorophenyl)ethyl)amino)-7-(piperidin-3-yl)pyrido[3,4-d]pyridazin-4(3H)-one